ClC1(CC1)[C@@]1(NC(NC1=O)=O)CNC(OC(C)(C)C)=O |r| rac-tert-butyl {[4-(1-chlorocyclopropyl)-2,5-dioxoimidazolidin-4-yl]methyl}carbamate